2-(3,5-dibutyl-2-hydroxyphenyl)-2H-benzotriazole C(CCC)C=1C(=C(C=C(C1)CCCC)N1N=C2C(=N1)C=CC=C2)O